N[C@@H](CC1=CC=C(C=C1)O)C(=O)O |r| DL-tyrosine